[C@@H]1(NC[C@@H]2[C@@H]3CC[C@H]([C@H]12)O3)C#N |r| (+/-)-(1S,3aR,4S,7R,7aS)-octahydro-1H-4,7-epoxyisoindole-1-carbonitrile